CC(=C)CC(CCCC)(C)C 2,4,4-trimethyl-1-octene